FC=1C=C2C(=NC=NC2=CC1)N1CC(OCC1)CNS(=O)(=O)C N-((4-(6-FLUOROQUINAZOLIN-4-YL)MORPHOLIN-2-YL)METHYL)METHANESULFONAMIDE